NCCCS(=O)(=O)[O-].[Na+] sodium homotaurate